4-((4-amino-4-methylpiperidin-1-yl)methyl)-5-chloro-N-(4-(4-methylpiperazin-1-yl)phenyl)pyrimidin-2-amine NC1(CCN(CC1)CC1=NC(=NC=C1Cl)NC1=CC=C(C=C1)N1CCN(CC1)C)C